2-(4-hydroxyphenyl)-1-(2,3,4-trihydroxyphenyl)ethanone tris(tertiary butyldimethylsilyl)phosphite C(C)(C)(C)[Si](C)(C)OP(O[Si](C)(C)C(C)(C)C)O[Si](C)(C)C(C)(C)C.OC1=CC=C(C=C1)CC(=O)C1=C(C(=C(C=C1)O)O)O